[Co].C(C)(C)(C)C=1N=C(OC1)C1=NC(=CC=C1)C=1OC=C(N1)C(C)(C)C [2,6-bis[4-(S)-tert-butyl-2-oxazolyl]pyridine] cobalt